NC=1C(=NC(=CC1C1CC1)C1=CC(=CC=C1)C1=NOC(=C1)[C@]1(C(N([C@@H](C1)C(F)(F)F)C)=O)O)C(=O)N 3-Amino-4-cyclopropyl-6-(3-(5-((3R,5S)-3-hydroxy-1-methyl-2-oxo-5-(trifluoromethyl)pyrrolidin-3-yl)isoxazol-3-yl)phenyl)picolinamide